ClC=1C(=NOC1C(C(=O)N1[C@@H](C[C@H](C1)O)C(=O)N[C@@H](C)C1=CC=C(C=C1)C1=C(N=CS1)C)C(C)C)OC (2S,4R)-1-[2-(4-chloro-3-methoxy-1,2-oxazol-5-yl)-3-methylbutanoyl]-4-hydroxy-N-[(1S)-1-[4-(4-methyl-1,3-thiazol-5-yl)phenyl]ethyl]pyrrolidine-2-carboxamide